FC(S(=O)(=O)[O-])F.[Mn+2].FC(S(=O)(=O)[O-])F manganese difluoromethanesulfonate